rac-4-((2R,5S)-1-(2-((6-((Tert-butoxycarbonyl)amino)-5-methylpyridin-3-yl)amino)-2-oxoacetyl)-5-methylpiperidin-2-yl)phenyl Acetate C(C)(=O)OC1=CC=C(C=C1)[C@@H]1N(C[C@H](CC1)C)C(C(=O)NC=1C=NC(=C(C1)C)NC(=O)OC(C)(C)C)=O |r|